C(C)(C)(C)C1=CC=2C(=NC(=CN2)[C@@H]2CCC[C@H]([C@@H](N2)COC2=NC(=NC(=C2)C2=C(C=CC=C2C)C)NS(=O)(=O)C=2C=C(C(=O)O)C=CC2)C2CCC2)N1C 3-[[4-[[(2R,3S,7S)-7-(6-tert-Butyl-5-methyl-pyrrolo[2,3-b]pyrazin-3-yl)-3-cyclobutyl-azepan-2-yl]methoxy]-6-(2,6-dimethylphenyl)pyrimidin-2-yl]sulfamoyl]benzoic acid